(S)-10-amino-2-cyclopropyl-7-methyl-1,2,3,4-tetrahydro-[1,4]oxazepino[2,3-c]quinolin-6(7H)-one NC1=CC=2C3=C(C(N(C2C=C1)C)=O)OCC[C@H](N3)C3CC3